ClC1=C(C2=C(NC(O[C@@]23CN(CCC3)C(=O)C3=CN=C(N3)[C@H](CC)C3=CC=C(C=C3)F)=O)C=C1)F (R)-6-Chloro-5-fluoro-1'-(2-((R)-1-(4-fluorophenyl)propyl)-1H-imidazole-5-carbonyl)spiro[benzo[d][1,3]oxazine-4,3'-piperidin]-2(1H)-one